N-(2-(dimethylamino)ethyl)-7-morpholino-5-(3-(m-tolyl)-1H-pyrazol-1-yl)pyrazolo[1,5-a]pyrimidine-2-carboxamide CN(CCNC(=O)C1=NN2C(N=C(C=C2N2CCOCC2)N2N=C(C=C2)C=2C=C(C=CC2)C)=C1)C